[N+](=O)(OCC(CO[N+](=O)[O-])(CO[N+](=O)[O-])CO[N+](=O)[O-])[O-] 2,2-Bis[(nitrooxy)methyl]propane-1,3-diyl dinitrate